C(C=C)C1=C(C(=O)NC1=O)C1=C(C=CC=C1)C=1C(=O)NC(C1CC=C)=O diallyl-phenylenedimaleimide